triphenylsulfonium 4-(butylsulfonyl)-2-hydroxybenzenesulfonate C(CCC)S(=O)(=O)C1=CC(=C(C=C1)S(=O)(=O)[O-])O.C1(=CC=CC=C1)[S+](C1=CC=CC=C1)C1=CC=CC=C1